COCCCNC(CCN1CC2=CC(=CC(=C2CC1)C)C=1N=C2C(=NC1)NC=C2C2=CC(=C(C(=O)N(C)C)C=C2)C)=O 4-(2-(2-(3-((3-methoxypropyl)amino)-3-oxopropyl)-5-methyl-1,2,3,4-tetrahydroisoquinolin-7-yl)-5H-pyrrolo[2,3-b]pyrazin-7-yl)-N,N,2-trimethylbenzamide